N-methyl-7-((2-(1-methyl-2,6-dioxopiperidin-3-yl)-1,3-dioxoisoindol-4-yl)amino)heptanamide CNC(CCCCCCNC1=C2C(N(C(C2=CC=C1)=O)C1C(N(C(CC1)=O)C)=O)=O)=O